6-chloro-2-(2-(pyrrolidin-1-yl)pyrimidin-4-yl)-1-((2-(trimethylsilyl)ethoxy)methyl)-1H-pyrrolo[3,2-c]pyridine ClC1=CC2=C(C=N1)C=C(N2COCC[Si](C)(C)C)C2=NC(=NC=C2)N2CCCC2